O1C=CC2=C1C=C(C=C2)CO benzofuran-6-yl-methanol